C(C=C)(=O)N1CCC(CC1)NC(C1=CC=C(C=C1)C=1C=C(C=2N(C1)N=CC2C#N)OC)=O N-(1-acryloylpiperidin-4-yl)-4-(3-cyano-4-methoxypyrazolo[1,5-a]pyridin-6-yl)benzamide